C(N)(=O)C1=C(N(N=C1C1=CC=C(C=C1)CC(=O)NC1=C(C(=NO1)CC(C)(C)C)F)C(C)C)NC(OC(C)(C)C)=O tert-Butyl N-[4-carbamoyl-5-[4-[2-[[3-(2,2-dimethylpropyl)-4-fluoro-isoxazol-5-yl]amino]-2-oxoethyl]phenyl]-2-isopropyl-pyrazol-3-yl]carbamate